BrC=1C=C2C(=NC1)NN=C2C2=CC=C(C=C2)O 4-(5-bromo-1H-pyrazolo[3,4-b]pyridin-3-yl)phenol